5-Fluoro-2-(tetrahydro-2H-pyran-4-yl)quinoline-6-carbaldehyde FC1=C2C=CC(=NC2=CC=C1C=O)C1CCOCC1